ClC=1C2=C(N=C(N1)NC(C(C)(C)C)=O)NC=C2 N-(4-chloro-7H-pyrrolo[2,3-d]pyrimidin-2-yl)pivalamide